tert-butyl ((1r,4r)-4-(5-bromo-6-methoxy-2H-indazol-2-yl)cyclohexyl)(methyl)carbamate BrC1=CC2=CN(N=C2C=C1OC)C1CCC(CC1)N(C(OC(C)(C)C)=O)C